ClC1=CC(=C(C=C1C1=C(C=CC=C1)C#N)C(=O)N)O 6-chloro-2'-cyano-4-hydroxy-[1,1'-biphenyl]-3-carboxamide